COC1=CC=C(C=C1)C1OC(=C(C1=O)O)N 2-(4-methoxyphenyl)-5-amino-4-hydroxy-3(2H)-furanone